4-amino-2,2,6,6-tetraethylpiperidin NC1CC(NC(C1)(CC)CC)(CC)CC